C1(CC1)C=1C=C(C=CC1)C1N(CCC1)C1=CC(=CC(N1)=O)N1[C@@H](COCC1)C 6-[2-(3-cyclopropylphenyl)pyrrolidin-1-yl]-4-[(3R)-3-methylmorpholin-4-yl]-1H-pyridin-2-one